2-butyl-3,1-benzoxazin-4-one C(CCC)C1=NC2=C(C(O1)=O)C=CC=C2